3-[3-(1-(quinolin-6-yl)cyclopropyl)imidazo[1,2-a]pyrimidin-6-yl]benzoic Acid N1=CC=CC2=CC(=CC=C12)C1(CC1)C1=CN=C2N1C=C(C=N2)C=2C=C(C(=O)O)C=CC2